F[C@@H]1CN(CC[C@@H]1NC1=NN2C(C(=N1)OC)=C(C=C2)C=2C=CC1=C(N(C=N1)CCF)C2)C(CO)=O 1-((3R,4S)-3-fluoro-4-((5-(1-(2-fluoroethyl)-1H-benzo[d]imidazol-6-yl)-4-methoxypyrrolo[2,1-f][1,2,4]triazin-2-yl)amino)piperidin-1-yl)-2-hydroxyethan-1-one